tert-Butyl 3-[(4S)-7-(3,5-dimethylisoxazol-4-yl)-4-pyridin-2-yl-4,5-dihydroimidazo[1,5,4-de][1,4]benzoxazin-2-yl]-2,5-dihydro-1H-pyrrole-1-carboxylate CC1=NOC(=C1C1=CC=C2C=3N([C@H](COC31)C3=NC=CC=C3)C(=N2)C=2CN(CC2)C(=O)OC(C)(C)C)C